BrC=1C=C(C(=NC1)OCCCO[Si](C)(C)C(C)(C)C)[N+](=O)[O-] 5-Bromo-2-(3-((tert-butyldimethylsilyl)oxy)propoxy)-3-nitropyridine